ClC=1C(=NC=CC1)N1N=C(C=C1C(=O)NC1=C(C2=CC=C(C=C2C=C1C(N)=O)Br)Br)C(F)F 2-(3-chloro-2-pyridinyl)-N-(1,6-dibromo-3-carbamoyl-2-naphthyl)-5-(difluoromethyl)pyrazole-3-carboxamide